9-(4'-chloro-[1,1'-biphenyl]-2-yl)-9H-carbazole ClC1=CC=C(C=C1)C1=C(C=CC=C1)N1C2=CC=CC=C2C=2C=CC=CC12